C(C1=CC=CC=C1)(=O)OC1=CC=CC=CC=CC=2C1=C1C=3OC1CC3C2 methanocyclodeca[3,4]benzo[1,2-b]oxet-12-yl benzoate